1-(3-chloropyridin-2-yl)ethylamine ClC=1C(=NC=CC1)C(C)N